NC1=CC=C2C(=N1)CC[C@H]2NC([C@H](C)NC(=O)[C@@H]2NC[C@H](C2)CC2=CC(=CC=C2)C)=O (2R,4S)-N-((S)-1-(((R)-2-amino-6,7-dihydro-5H-cyclopenta[b]pyridin-5-yl)amino)-1-oxopropan-2-yl)-4-(3-methylbenzyl)pyrrolidine-2-carboxamide